4-(Oxazol-5-yl)-4-phenylcyclohexan-1-one O1C=NC=C1C1(CCC(CC1)=O)C1=CC=CC=C1